BrC=1C(=CC=C2CCC=3C(=NOC3C12)N)OC 9-bromo-8-methoxy-4,5-dihydronaphtho[2,1-d]isoxazol-3-amine